N1(CCCC2=CC=CC=C12)CC1=CC=CC(N1)=O 6-[(1,2,3,4-tetrahydroquinolin-1-yl)methyl]-1,2-dihydropyridin-2-one